2-(trimethylsilyl)ethyl (6-bromohexyl)carbamate BrCCCCCCNC(OCC[Si](C)(C)C)=O